C(CC1=CC(=C(C(=C1)C(C)(C)C)O)C(C)(C)C)C1=CC(=C(C(=C1)C(C)(C)C)O)C(C)(C)C 4,4'-(1,2-ethanediyl)bis[2,6-di-(1,1-dimethylethyl)phenol]